4-Chloro-1-[4-(trifluoromethoxy)phenyl]pyrazolo[3,4-b]pyridine-3-carbonitrile ClC1=C2C(=NC=C1)N(N=C2C#N)C2=CC=C(C=C2)OC(F)(F)F